racemic-amphetamine phosphoramidate P(O)(O)(=O)N.N[C@H](C)CC1=CC=CC=C1 |r|